C(C)(C)(C)OC(=O)N[C@H]1CN(CCC1)C(=O)C1=CC2=C(N(C(=N2)C=2N3CCN(C4=CC=CC(C2)=C34)C(=O)OC(C)(C)C)C)C=C1 tert-butyl 2-[5-[(3R)-3-(tert-butoxycarbonylamino)piperidine-1-carbonyl]-1-methyl-benzimidazol-2-yl]-1,9-diazatricyclo[6.3.1.04,12]dodeca-2,4(12),5,7-tetraene-9-carboxylate